P(=O)(OCCCCCCCCCCCCCCCCCCCCCCCCCCCCCCCCCC)([O-])[O-] cetyl-stearyl phosphate